2-butene-1,4-diamine C(C=CCN)N